(1r,3r)-3-methoxycyclobutan-1-ol COC1CC(C1)O